FC1=C(C=CC=C1C(F)(F)F)CC(=O)NC=1C=NC(=C(C1)F)N1C=NC(=C1)C1N(CCOC1)C 2-(2-fluoro-3-(trifluoromethyl)phenyl)-N-(5-fluoro-6-(4-(4-methylmorpholin-3-yl)-1H-imidazol-1-yl)pyridin-3-yl)acetamide